C(CCC)OC(C1=CC=C(C=C1)NC1=NC(=NC(=N1)NCCC[Si](O[Si](C)(C)C)(O[Si](C)(C)C)C)NC1=CC=C(C(=O)OCCCC)C=C1)=O 4,4'-[[6-[[3-[1,3,3,3-tetramethyl-1-[(trimethylsilyl)oxy]-1-disiloxanyl]propyl]amino]-1,3,5-triazine-2,4-diyl]diimino]bisbenzoic acid dibutyl ester